3-(3-((4-fluoro-2,2-dioxo-1,3-dihydrobenzo[c]thiophen-5-yl) amino)-1H-pyrazol-5-yl) cyclopent-oxetan-3-ylcarbamate O1CC2C1=CC=C2NC(OC2=CC(=NN2)NC2=C(C1=C(CS(C1)(=O)=O)C=C2)F)=O